CC=1C=C(C=CC1C1(CC(=C(C2=CC=CC=C12)O)\N=N\[H])S(=O)(=O)O)C1=CC(=C(C=C1)C1(CC(=C(C2=CC=CC=C12)O)\N=N\[H])S(=O)(=O)O)C 1,1'-(3,3'-dimethyl[1,1'-biphenyl]-4,4'-diyl)bis{4-hydroxy-3-[(E)-diazenyl]naphthalene-1-sulfonic acid}